FC1=C(C=C(C(=C1)C)C1=CC(=NC(=C1)N1CCOCC1)OCCO)NC(=O)N1C(C(CC1)C(F)(F)F)C N-[2-fluoro-5-[2-(2-hydroxyethoxy)-6-(morpholin-4-yl)pyridin-4-yl]-4-methylphenyl]-2-methyl-3-(trifluoromethyl)pyrrolidine-1-carboxamide